4,6,7-trifluoro-N-(methyl-d3)-1H-indole FC1=C2C=CN(C2=C(C(=C1)F)F)C([2H])([2H])[2H]